C(CCCCCCCCC)C(C(=O)O)CCCCCCCCCCCC 2-decyltetradecanoic acid